C(C)OC=1C(=CC=2C(N1)=NN(C2)C)N=C(C2=CC=CC=C2)C2=CC=CC=C2 N-(6-ethoxy-2-methyl-2H-pyrazolo[3,4-b]pyridin-5-yl)-1,1-diphenylmethanimine